C(C)(C)(C)C=1C(=NC(=NC1C1=C(C=CC=C1)C)NS(=O)(=O)C=1C=NN(C1)C)OC1=CC(=CC=C1)C1CCN(CC1)C N-[5-tert-butyl-4-[3-(1-methyl-4-piperidyl)phenoxy]-6-(o-tolyl)pyrimidin-2-yl]-1-methyl-pyrazole-4-sulfonamide